C1(=CC=CC2=CC=CC=C12)N(C1=CC=C(C2=CC=C(N(C3=CC=CC=C3)C3=CC=CC4=CC=CC=C34)C=C2)C=C1)C1=CC=CC=C1 bis(1-naphthyl)-N,N'-bis(phenyl)benzidine